tert-Butyl 4-(vinylsulfonyl)piperazine-1-carboxylate C(=C)S(=O)(=O)N1CCN(CC1)C(=O)OC(C)(C)C